1,5-bis({4-[2,2,3,3,11,11,12,12-octamethyl-5,9-bis({6-[(2Z)-non-2-en-1-yloxy]-6-oxohexyl})-4,10-dioxa-7-aza-3,11-disilatridecan-7-yl]butyl}) 3-hydroxy-3-methylpentanedioate OC(CC(=O)OCCCCN(CC(O[Si](C(C)(C)C)(C)C)CCCCCC(=O)OC\C=C/CCCCCC)CC(O[Si](C(C)(C)C)(C)C)CCCCCC(OC\C=C/CCCCCC)=O)(CC(=O)OCCCCN(CC(O[Si](C(C)(C)C)(C)C)CCCCCC(=O)OC\C=C/CCCCCC)CC(O[Si](C(C)(C)C)(C)C)CCCCCC(OC\C=C/CCCCCC)=O)C